6-(1-Methyl-1H-pyrazol-4-yl)-3-(methylcarbamoyl)pyrazolo[1,5-a]pyridin-4-yl trifluoromethanesulfonate FC(S(=O)(=O)OC=1C=2N(C=C(C1)C=1C=NN(C1)C)N=CC2C(NC)=O)(F)F